FC1(CCN(CC1)C1=NC2=CC(=C(C=C2C(=N1)NC1CCS(CC1)(=O)=O)OC)OCCCN1CCCC1)F 4-((2-(4,4-difluoropiperidin-1-yl)-6-methoxy-7-(3-(pyrrolidin-1-yl)propoxy)quinazolin-4-yl)amino)tetrahydro-2H-thiopyran 1,1-dioxide